tert-butyl N-(4-{[6-(5-chloro-2-fluorophenyl)pyridazin-4-yl]amino}pyridin-2-yl)-N-[3-(4-methylpiperazin-1-yl)propyl]carbamate ClC=1C=CC(=C(C1)C1=CC(=CN=N1)NC1=CC(=NC=C1)N(C(OC(C)(C)C)=O)CCCN1CCN(CC1)C)F